butyl 5-(1H-pyrazol-1-yl)isoindoline-2-carboxylate N1(N=CC=C1)C=1C=C2CN(CC2=CC1)C(=O)OCCCC